2-benzothiazole-2-oxyacetic acid S1C(=NC2=C1C=CC=C2)OCC(=O)O